7-ethoxy-2-(4-methoxybenzyl)-1-methyl-5-(2-methylpyridin-3-yl)-1,5-dihydro-4H-imidazo[4',5':4,5]pyrido[2,3-d]pyrimidin-4-one C(C)OC=1N=CC2=C(N1)N(C(C1=C2N(C(=N1)CC1=CC=C(C=C1)OC)C)=O)C=1C(=NC=CC1)C